para-hydroxyphenylacetic acid OC1=CC=C(C=C1)CC(=O)O